O1C=NC(=C1)COC(C)=O (oxazol-4-ylmethoxy)ethan-1-one